C(C1=CC=CC=C1)NC(=O)N1N(CC(N2C1CN(C(C2CC2=CC=C(C=C2)O)=O)CC2=C1C=CC=NC1=CC=C2)=O)CC2=CC(=NO2)C2=NC(=CC=C2)N2CCOCC2 N-benzyl-6-(4-hydroxybenzyl)-2-((3-(6-morpholinopyridin-2-yl)isoxazol-5-yl)methyl)-4,7-dioxo-8-(quinolin-5-ylmethyl)octahydro-1H-pyrazino[2,1-c][1,2,4]triazine-1-carboxamide